ClC1=C(C=C(C(=O)N[C@@H]2CN[C@H](CC2)C=2OC(=NN2)OCCOC(F)(F)F)C=C1)C 4-chloro-3-methyl-N-[(3S,6R)-6-{5-[2-(trifluoromethoxy)ethoxy]-1,3,4-oxadiazol-2-yl}piperidin-3-yl]benzamide